N1C(=NC=C1)C1=CC(=C2CCN(C2=C1)C(=O)[C@H]1N(CCC1)C#N)C1=CC=CC=C1 (S)-2-(6-(1H-imidazol-2-yl)-4-phenylindoline-1-carbonyl)pyrrolidine-1-carbonitrile